N-(3-((4-fluorophenyl)sulfonylamino)-4-hydroxyphenyl)-4'-nitro[1,1'-biphenyl]-4-carboxamide FC1=CC=C(C=C1)S(=O)(=O)NC=1C=C(C=CC1O)NC(=O)C1=CC=C(C=C1)C1=CC=C(C=C1)[N+](=O)[O-]